tert-butyl 4-(4-methoxyphenoxy) piperidine-1-carboxylate CC(C)(C)OC(=O)N1CCC(CC1)OC2=CC=C(C=C2)OC